(2-Amino-4-bromo-5-methylphenyl)methanol NC1=C(C=C(C(=C1)Br)C)CO